C1(CC1)NC1=CC(=NC=2N1N=CC2C(=O)N[C@H]2[C@H](C2)F)NC=2C(=NC=CC2)OC 7-(cyclopropylamino)-N-((1R,2S)-2-fluorocyclopropyl)-5-((2-methoxypyridin-3-yl)amino)pyrazolo[1,5-a]pyrimidine-3-carboxamide